1,3-diisopropylimidazolium acetate C(C)(=O)[O-].C(C)(C)N1C=[N+](C=C1)C(C)C